23-chloro-15-fluoro-12-oxa-2,9,19,20,24,25-hexazahexacyclo[17.5.2.16,9.02,6.013,18.022,26]heptacosa-1(24),13(18),14,16,20,22,25-heptaen-10-one ClC1=C2C=NN3C=4C=CC(=CC4OCC(N4CCC5(CCCN5C(=N1)N=C23)C4)=O)F